ClC1=CC2=C(C(N(C=C2C2=CC(N(C=C2C2=CC=CC=C2)CCOC)=O)C)=O)N1S(=O)(=O)C1=CC=C(C)C=C1 2-chloro-4-(1-(2-methoxyethyl)-2-oxo-5-phenyl-1,2-dihydropyridin-4-yl)-6-methyl-1-tosyl-1,6-dihydro-7H-pyrrolo[2,3-c]pyridin-7-one